tert-butyl ((6-methoxy-5-(4,4,5,5-tetramethyl-1,3,2-dioxaborolan-2-yl)benzo[d]thiazol-2-yl)methyl)carbamate COC1=CC2=C(N=C(S2)CNC(OC(C)(C)C)=O)C=C1B1OC(C(O1)(C)C)(C)C